S(=O)(=O)(O)CCO.OCCS(=O)(=O)O hydroxyethylsulfonate (isethionate)